N-[(1S)-8,9-Difluoro-6-oxo-1,2,4,5-tetrahydropyrano[3,4-c]isoquinolin-1-yl]-5-fluoro-N-methyl-6-oxo-1H-pyridine-2-carboxamide FC=1C(=CC=2C3=C(NC(C2C1)=O)COC[C@H]3N(C(=O)C=3NC(C(=CC3)F)=O)C)F